chloro-7-({2,4-difluoro-3-[2-(piperidin-4-ylamino)quinazolin-6-yl]phenyl}sulfamoyl)-2,3-dihydro-1-benzofuran-3-yl acetate C(C)(=O)OC1C(OC2=C1C=CC=C2S(NC2=C(C(=C(C=C2)F)C=2C=C1C=NC(=NC1=CC2)NC2CCNCC2)F)(=O)=O)Cl